ClC1=C(C(=CC=C1Cl)OC)C1=CC(=NC=C1)C(=O)OCC ethyl 4-(2,3-dichloro-6-methoxyphenyl)pyridine-2-carboxylate